methyl 2-(4-((S)-2-((S)-2-((tert-butoxycarbonyl)amino)propanamido)propanamido)phenyl)-2-hydroxyacetate C(C)(C)(C)OC(=O)N[C@H](C(=O)N[C@H](C(=O)NC1=CC=C(C=C1)C(C(=O)OC)O)C)C